C(C)(C)(C)OOC(C(C)C)=O tert-Butyl-peroxyisobutyrat